(((4-(methoxy)-2,3,5,6-tetrafluorophenoxy)methyl)sulfonyl)-5,5-dimethyl-4,5-dihydroisoxazole COC1=C(C(=C(OCS(=O)(=O)C2=NOC(C2)(C)C)C(=C1F)F)F)F